FC1=CC=C2C(=CC=NC2=C1)[N+](=O)[O-] 7-fluoro-4-nitroquinoline